BrC1=CC(=CC2=CN(N=C12)CC(F)(F)F)[N+](=O)[O-] 7-bromo-5-nitro-2-(2,2,2-trifluoroethyl)indazole